ClC1=NC=C(C(=N1)NCCC1CC1)C(=O)N 2-chloro-4-((2-cyclopropylethyl)amino)pyrimidin-5-carboxamide